FC(C1=NN=C(O1)C1=CC(=C(C=C1)CN(C(=O)N1CC(C1)S(=O)(=N)C)C1=CC(=CC=C1)F)F)F N-[[4-[5-(difluoromethyl)-1,3,4-oxadiazol-2-yl]-2-fluoro-phenyl]methyl]-N-(3-fluorophenyl)-3-(methylsulfonimidoyl)azetidin-1-carboxamide